ClC1=C(C=C(C=C1)F)C1NC(C2=C1C(=CC1=C(N(N=C21)C)C2CN(C2)C)C2=C(C(=O)N)C=C(C=C2C(F)(F)F)F)=O [6-(2-chloro-5-fluorophenyl)-2-methyl-3-(1-methylazetidin-3-yl)-8-oxo-7,8-dihydro-6H-pyrrolo[4,3-g]indazol-5-yl]-5-fluoro-3-(trifluoromethyl)benzamide